C(C#CC#CC#CC#CC#CC#CC#CC#CC)(=O)OC(CN(CCCCN(CCCCCCCCCCCCCC)CC(CC)OC(C#CC#CC#CC#CC#CC#CC#CC#CC)=O)CCCCCCCCCCCCCC)CC (butane-1,4-diylbis(tetradecylazanediyl))bis(butane-1,2-diyl) bis(octadeca-2,4,6,8,10,12,14,16-octaynoate)